N(=[N+]=[N-])C[C@H]1N(C[C@@H](NC1)C)C(C)C1=CC=C(C=C1)C(F)(F)F (2S,5S)-2-(azidomethyl)-5-methyl-1-(1-(4-(trifluoromethyl)phenyl)ethyl)piperazine